N-methyl-2-tributylstannyl-prop-2-en-1-amine CNCC(=C)[Sn](CCCC)(CCCC)CCCC